C(C)(C)(C)OC(=O)N1[C@H](CCC1)[C@H]([C@@H](C1=CC=CC=C1)C1=C(C=CC=C1)F)O (R)-2-((1S,2S)-2-(2-fluorophenyl)-1-hydroxy-2-phenylethyl)pyrrolidine-1-carboxylic acid tert-butyl ester